benzyl 3-(5-methyloxazol-2-yl)azetidine-1-carboxylate CC1=CN=C(O1)C1CN(C1)C(=O)OCC1=CC=CC=C1